4-(3-(2,3-dichlorophenyl)-1H-pyrazolo[3,4-b]pyrazin-6-yl)-N-(4-fluorophenyl)-2-methylpiperazine ClC1=C(C=CC=C1Cl)C1=NNC2=NC(=CN=C21)N2CC(N(CC2)C2=CC=C(C=C2)F)C